(2-chlorophenyl)-2,4-diamino-1,3,5-triazine ClC1=C(C=CC=C1)C1=NC(=NC(=N1)N)N